FC(N1N=C(C=C1)N)(F)F 1-(Trifluoromethyl)-1H-pyrazol-3-amine